BrC1=C2CCCC2=C(C=C1)Br 4,7-dibromo-2,3-dihydro-1H-indene